{6-[3-(5-methoxylmethyl-isoxazol-3-yl)-[1,2,4]triazolo[3,4-a]phthalazin-6-yloxymethyl]-pyridin-3-yl}-morpholin-4-methanone O(C)CC1=CC(=NO1)C1=NN=C2N1N=C(C1=CC=CC=C21)OCC2=CC=C(C=N2)C2N(CCOC2)C=O